N1C(=CC=C1)O Azolyl alcohol